FC(OC=1C=C(C=CC1)NC(OC1CN(C1)C1=CC(=C(C(=C1)F)C1C(NC(CC1)=O)=O)F)=O)F 1-(4-(2,6-dioxopiperidin-3-yl)-3,5-difluorophenyl)azetidin-3-yl (3-(difluoromethoxy) phenyl)carbamate